3-(5-(3-(3,3-difluoropiperidine-1-carbonyl)pyrazolo[1,5-a]pyridin-7-yl)pyridin-2-yl)oxazolidin-2-one FC1(CN(CCC1)C(=O)C=1C=NN2C1C=CC=C2C=2C=CC(=NC2)N2C(OCC2)=O)F